CO[C@H]1C[C@@H]2[C@H]3CCC([C@H]3[C@H]1C2)C=O (3aR,4R,6S,7R,7aR)-6-methoxy-octahydro-1H-4,7-methanoindene-1-carbaldehyde